3-methyl-5-tert-butyl-1,2-phenylenedi(2,4,6-trimethylbenzoate) CC=1C(=C(C=C(C1)C(C)(C)C)C=1C(=C(C(=O)[O-])C(=CC1C)C)C)C=1C(=C(C(=O)[O-])C(=CC1C)C)C